BrC1=NC(=CC(=C1)C(CNC[C@@H](C)NC(OC(C)(C)C)=O)O)Cl tertbutyl ((2R)-1-((2-(2-bromo-6-chloropyridin-4-yl)-2-hydroxyethyl)amino)propan-2-yl)carbamate